2-(benzyl-(2-hydroxyethyl)amino)-1-(1H-indazol-3-yl)ethan-1-ol C(C1=CC=CC=C1)N(CC(O)C1=NNC2=CC=CC=C12)CCO